C1(C(CC=CC1)CO)CO 4-cyclohexene-1,2-dimethanol